ClC=1C(=NC(=C(C1)F)N1C(N(C(=CC1=O)C(F)(F)F)C)=O)OC1=C(OCC(=O)OCC)C=CC=C1 ethyl [2-({3-chloro-5-fluoro-6-[3-methyl-2,6-dioxo-4-(trifluoromethyl)-3,6-dihydropyrimidin-1(2H)-yl]pyridin-2-yl}oxy)phenoxy]acetate